NC1=C(C=C(C=C1)N1N=NN=C1)N1CC2=CC=CC=C2C1 1-(4-amino-3-(isoindolin-2-yl)phenyl)-1H-tetrazol